tert-butyl 4-(2-(cyclohexyloxy)-4-(methoxycarbonyl)phenyl)piperidine-1-carboxylate C1(CCCCC1)OC1=C(C=CC(=C1)C(=O)OC)C1CCN(CC1)C(=O)OC(C)(C)C